2-(4-fluorophenoxy)-N-(4'-(methoxymethyl)-[1,1'-biphenyl]-4-yl)-2-methyl-N-propylpropanamide FC1=CC=C(OC(C(=O)N(CCC)C2=CC=C(C=C2)C2=CC=C(C=C2)COC)(C)C)C=C1